IC=1SC(=C2C1CCCC2)C(=O)O 3-iodo-4,5,6,7-tetrahydro-2-benzothiophene-1-carboxylic acid